4-(1-(oxetan-3-yl)-1H-pyrazol-4-yl)-5-(trifluoromethyl)pyrimidin-2-amine O1CC(C1)N1N=CC(=C1)C1=NC(=NC=C1C(F)(F)F)N